[Si](C)(C)(C(C)(C)C)OCC=1C(=CC(=NC1)Cl)NC(NC1=CC(=NC=C1)C#CC=1C=C(C(=O)OC)C=CC1)=O Methyl 3-((4-(3-(5-(((tert-butyldimethylsilyl)oxy)methyl)-2-chloropyridin-4-yl)ureido)pyridin-2-yl)ethynyl)benzoate